C(C)(C)(C)OC(=O)N1C[C@@H](CC1)N1CC2=C(C3=C(N=CN=C3N)N2CC1)Br (R)-3-(4-amino-5-bromo-8,9-dihydropyrazino[1',2':1,5]pyrrolo[2,3-d]pyrimidin-7(6H)-yl)pyrrolidine-1-carboxylic acid tert-butyl ester